ClC=1C(=CC(=C(C1)S(=O)(=O)NC=1SC=CN1)F)O[C@@H](C)C1=C(C=CC(=C1)Cl)F (S)-5-chloro-4-(1-(5-chloro-2-fluorophenyl)ethoxy)-2-fluoro-N-(thiazol-2-yl)benzenesulfonamide